1,1-dimethoxy-2-(methyloxy)ethane COC(COC)OC